OC=1C=C(C2=CC=CC=C2C1)C1=NC(=NC=2CCCCC12)N1CC2(CN(C2)C(=O)OC(C)(C)C)CC1 tert-butyl 6-(4-(3-hydroxynaphthalen-1-yl)-5,6,7,8-tetrahydroquinazolin-2-yl)-2,6-diazaspiro[3.4]octane-2-carboxylate